(2S,4R)-N-((R)-1-(4-carbamimidoylthiophen-2-yl)ethyl)-1-((9,9-difluoro-9H-fluorene-3-carbonyl)glycyl)-4-(isopropylsulfonyl)pyrrolidine-2-carboxamide C(N)(=N)C=1C=C(SC1)[C@@H](C)NC(=O)[C@H]1N(C[C@@H](C1)S(=O)(=O)C(C)C)C(CNC(=O)C=1C=CC=2C(C3=CC=CC=C3C2C1)(F)F)=O